2-trifluoromethylbenzenesulfonate FC(C1=C(C=CC=C1)S(=O)(=O)[O-])(F)F